OC1=C(OC2=C(C(=CC=C2C1=O)O)O)C1=CC=C(C=C1)O 3,7,8,4'-tetrahydroxyflavone